C(C1=CC=CC=C1)OC(=O)NCCCC(=O)NC=1C=C(C=CC1O[Si](C)(C)C(C)(C)C)C[C@@H](CC(C(=O)OCC)C)NC(=O)OC(C)(C)C (4R)-ethyl 5-(3-(4-(((benzyloxy)carbonyl)amino) butanamido)-4-((tert-butyldimethyl-silyl)oxy)phenyl)-4-((tert-butoxycarbonyl)amino)-2-methylpentanoate